C(C)(C)(C)OOC(C(C)OOC(C)(C)C)C di(tert-butylperoxy)butane